2-chloro-6-methyl-4-[1-(trifluoromethyl)ethenyl]Pyridine ClC1=NC(=CC(=C1)C(=C)C(F)(F)F)C